ClC1=C(C=CC=C1)/C(/COC)=N/O (Z)-(2-chlorophenyl)-2-methoxy-ethanone oxime